(S)-2-(4-Bromo-2-(trifluoromethyl)thiazol-5-carboxamido)-N1-(1-(2-(2-adamantylamino)-2-oxoethyl)-2-oxo-1,2-dihydropyridin-3-yl)-N6-methyl-5-oxohexandiamid BrC=1N=C(SC1C(=O)N[C@H](C(=O)NC=1C(N(C=CC1)CC(=O)NC1C2CC3CC(CC1C3)C2)=O)CCC(C(=O)NC)=O)C(F)(F)F